C(C(C)(C)C)(=O)NC1=CC=C(C=C1)S(=O)(=O)Cl 4-pivalamidobenzenesulfonyl chloride